(5-((2-(diisopropylcarbamoyl)-4-fluorophenyl)amino)pyrimidin-4-yl)-2,7-diazaspiro[3.5]nonane-2-carboxylic acid tert-butyl ester C(C)(C)(C)OC(=O)N1C(C2(C1)CCNCC2)C2=NC=NC=C2NC2=C(C=C(C=C2)F)C(N(C(C)C)C(C)C)=O